cis-N1-(5-(1,5-naphthyridin-2-yl)pyrrolo[2,1-f][1,2,4]triazin-2-yl)cyclobutane-1,3-diamine N1=C(C=CC2=NC=CC=C12)C=1C=CN2N=C(N=CC21)N[C@@H]2C[C@@H](C2)N